IC1=C(C(=CC(=C1)[N+](=O)[O-])C1=CC=CC=C1)O 3-iodo-5-nitro-[1,1'-biphenyl]-2-ol